(R)-1-(3,3-difluoro-1-methyl-cyclobutyl)-N-(1-(3-(difluoromethyl)-2-fluorophenyl)ethyl)-4-((1-methylpiperidin-4-yl)amino)-6-oxo-1,6-dihydropyridine-3-carboxamide FC1(CC(C1)(C)N1C=C(C(=CC1=O)NC1CCN(CC1)C)C(=O)N[C@H](C)C1=C(C(=CC=C1)C(F)F)F)F